N4-(3-chloro-4-((3-fluorobenzyl)oxy)phenyl)-7-(((1R,5S,6s)-3-methyl-3-azabicyclo[3.1.0]hexan-6-yl)ethynyl)quinazoline-4,6-diamine ClC=1C=C(C=CC1OCC1=CC(=CC=C1)F)NC1=NC=NC2=CC(=C(C=C12)N)C#CC1[C@@H]2CN(C[C@H]12)C